3-(2,5-dichlorophenyl)-1-((2-((2-(2,6-dioxopiperidin-3-yl)-1-oxoisoindol-4-yl)oxy)ethyl)-D-prolyl)piperidine-4-carbonitrile ClC1=C(C=C(C=C1)Cl)C1CN(CCC1C#N)C([C@@H]1N(CCC1)CCOC1=C2CN(C(C2=CC=C1)=O)C1C(NC(CC1)=O)=O)=O